N1(CCCC1)CC1=CC(=NC=C1)NC=1SC2=C(N1)C=CC(=C2)C=2C=C(C#N)C=CC2 3-(2-((4-(pyrrolidin-1-ylmethyl)pyridin-2-yl)amino)benzo[d]-thiazol-6-yl)benzonitrile